BrC1=CC(=C(C=C1OC)N)C 4-bromo-5-methoxy-2-methyl-phenylamine